N-(5-bromo-2,2-dimethyl-2,3-dihydrobenzo[b]furan-7-yl)-3-difluoromethyl-1-methyl-1H-pyrazole-4-carboxamide BrC1=CC2=C(OC(C2)(C)C)C(=C1)NC(=O)C=1C(=NN(C1)C)C(F)F